3-methyl-4-(2-methylphenoxy)aniline methyl-1-(2,2-difluoroethyl)-6-(3-((2-methoxy-4-(methylsulfonyl)phenyl)amino)prop-1-yn-1-yl)-1H-benzo[d]imidazole-4-carboxylate COC(=O)C1=CC(=CC=2N(C=NC21)CC(F)F)C#CCNC2=C(C=C(C=C2)S(=O)(=O)C)OC.CC=2C=C(N)C=CC2OC2=C(C=CC=C2)C